C1(CC1)C1=CC=C(C=C1)NC(=O)[C@@H]1N(CCCCC1)C(=O)OC(C)(C)C tert-butyl (2R)-2-[(4-cyclopropylphenyl)carbamoyl]azepane-1-carboxylate